ethyl (S)-4-(2-fluoro-4-(3-oxo-5-phenyl-6,7-dihydro-3H-pyrrolo[2,1-c][1,2,4]triazol-2(5H)-yl)phenoxy)-5-methylthiazole-2-carboxylate FC1=C(OC=2N=C(SC2C)C(=O)OCC)C=CC(=C1)N1N=C2N(C1=O)[C@@H](CC2)C2=CC=CC=C2